2-(4-nitrophenyl)-6,7-dihydro-5H-cyclopenta[b]pyridine-3-carbonitrile [N+](=O)([O-])C1=CC=C(C=C1)C1=C(C=C2C(=N1)CCC2)C#N